N1C=CC=2C1=NC=C(C2)OC2=C(C(=O)OC)C=CC(=C2)N2CCC1(CC(C1)=O)CC2 methyl 2-((1H-pyrrolo[2,3-b]pyrid-5-yl)oxy)-4-(2-oxo-7-azaspiro[3.5]non-7-yl)benzoate